19-chloro-4,6,8,10,12,14,16-heptamethylnonadecyl decyloxymethyl ether C(CCCCCCCCC)OCOCCCC(CC(CC(CC(CC(CC(CC(CCCCl)C)C)C)C)C)C)C